Sodium copper ferrocyanide [Fe-4](C#N)(C#N)(C#N)(C#N)(C#N)C#N.[Cu+2].[Na+]